FC(C1=CC=C2C(COCC2=C1)NC(OC(C)(C)C)=O)(F)F tert-butyl N-[7-(trifluoromethyl)isochroman-4-yl]carbamate